Zinc Undecylate Sulfate S(=O)(=O)([O-])[O-].C(CCCCCCCCCC)(=O)O.[Zn+2]